C(C)(=O)C1=C(C(=NC(=C1)N1C=NC2=C1C=C(C=C2)NC=2N=NC(=CC2)C)N2N=C(C=C2C)C#N)Cl 1-[4-acetyl-3-chloro-6-[6-[(6-methylpyridazin-3-yl)amino]benzimidazol-1-yl]-2-pyridyl]-5-methyl-pyrazole-3-carbonitrile